3-(1-methyl-1H-pyrazol-4-yl)-N-(4-(4-(4-methylpiperazin-1-yl)-4-oxobutyl)-1-phenyl-1H-imidazol-2-yl)benzamide CN1N=CC(=C1)C=1C=C(C(=O)NC=2N(C=C(N2)CCCC(=O)N2CCN(CC2)C)C2=CC=CC=C2)C=CC1